1-[2-(allyloxy)-6-hydroxyphenyl]-1-ethanone C(C=C)OC1=C(C(=CC=C1)O)C(C)=O